[C@@H]1(C=CC2=CC=CC=C12)C(C(=O)O)C(=O)O.ClC1=C(C=C(CC(C(=O)N)(C)C)C=C1)C=1NC(C=C(N1)C1=CC=C(C=C1)S(=O)(=O)N(CC)CC)=O |r| (4-chloro-3-{4-[4-(diethylaminosulfonyl)phenyl]-6-oxo-1,6-dihydropyrimidin-2-yl}benzyl)isobutyramide racemic-inden-1-ylmalonate